C1(CC1)COC=1C=C2CCCC(C2=CC1)CNC1=NC=CC(=C1)C(=O)O {[(6-(cyclopropylmethoxy)-1,2,3,4-tetrahydronaphthalen-1-yl)methyl]amino}pyridine-4-carboxylic acid